ClC1=C(C=C(C=C1NC1=NC=2N(C(=N1)N(CC1=CC=C(C=C1)OC)C1CC1)N=CC2C#N)C#N)N2CCN(C1CC21)C(=O)OC(C)(C)C tert-butyl 5-(2-chloro-5-cyano-3-((8-cyano-4-(cyclopropyl(4-methoxybenzyl)amino) pyrazolo[1,5-a][1,3,5]triazin-2-yl)amino)phenyl)-2,5-diazabicyclo[4.1.0]heptane-2-carboxylate